O1CC(CC1)C1=CC(=NO1)C(=O)NC1C[C@H]2CC[C@@H](C1)N2S(=O)(=O)CC2CCN(CC2)C(=O)OCC2=CC=CC=C2 Benzyl 4-((((1R,3r,5S)-3-(5-(tetrahydrofuran-3-yl)isoxazole-3-carboxamido)-8-azabicyclo[3.2.1]octan-8-yl)sulfonyl)methyl)piperidine-1-carboxylate